methyl (2R)-2-chloropropionate Cl[C@@H](C(=O)OC)C